CC1=CC=CC(=N1)NC1=NC=NC(=C1)NC1=NC=CC=C1S(=O)(=O)C N4-(6-methylpyridin-2-yl)-N6-(3-(methylsulfonyl)pyridin-2-yl)pyrimidine-4,6-diamine